FC(C(=O)O)(F)F.O[C@@H](C(=O)N1CCN(CC1)C1=CC=C(C=N1)C=1C=2N(C=C(C1)OCCO)N=CC2C#N)C2=CC=CC=C2 (R)-4-(6-(4-(2-hydroxy-2-phenylacetyl)piperazin-1-yl)pyridin-3-yl)-6-(2-hydroxyethoxy)pyrazolo[1,5-a]pyridine-3-carbonitrile 2,2,2-trifluoroacetate